5'-chloro-2'-(5-methoxy-1H-1,3-benzodiazol-2-yl)-4-{[(1R)-1-phenylbutyl]carbamoyl}-[1,1'-biphenyl]-2-carboxylic acid ClC=1C=CC(=C(C1)C=1C(=CC(=CC1)C(N[C@H](CCC)C1=CC=CC=C1)=O)C(=O)O)C1=NC2=C(N1)C=CC(=C2)OC